C[C@H]1[C@@H](C1)C1=NN=C(S1)N trans-5-(2-methylcyclopropyl)-1,3,4-thiadiazol-2-amine